{[1-(1-benzofuran-6-sulfonyl)-5-(2-fluorophenyl)-1H-pyrrol-3-yl]methyl}(methyl)amine hydrochloride Cl.O1C=CC2=C1C=C(C=C2)S(=O)(=O)N2C=C(C=C2C2=C(C=CC=C2)F)CNC